methyl (2E)-4-[[2-([2-[(2R)-2,4-dihydroxy-3,3-dimethylbutanamido]ethanesulfinyl]amino)ethyl]sulfanyl]-4-oxobut-2-enoate O[C@@H](C(=O)NCCS(=O)NCCSC(/C=C/C(=O)OC)=O)C(CO)(C)C